((1,1,3,3-tetraethoxydisiloxane-1,3-diyl)bis(propane-3,1-diyl))bis(1,1,1-trimethyl-N-(trimethylsilyl)silanamine) C(C)O[Si](O[Si](OCC)(OCC)CCCN([Si](C)(C)C)[Si](C)(C)C)(OCC)CCCN([Si](C)(C)C)[Si](C)(C)C